O1C(C1)CN1C(N(C(N(C1=O)CC=C)=O)CC1OC1)=O 1,3-bis(oxiranylmethyl)-5-(2-propenyl)-1,3,5-triazine-2,4,6(1H,3H)-trione